N1-(4-(6-Bromo-7-fluoroimidazo[1,2-a]pyridin-3-yl)-5-methylpyrimidin-2-yl)cyclohexane-1,4-diamine BrC=1C(=CC=2N(C1)C(=CN2)C2=NC(=NC=C2C)NC2CCC(CC2)N)F